2'-chloro-4'-nitroazobenzene ClC1=C(C=CC(=C1)[N+](=O)[O-])N=NC1=CC=CC=C1